1-{[5-chloro-6-(5-methoxy-2-pyrazinyl)-2-indolyl]methyl}urea ClC=1C=C2C=C(NC2=CC1C1=NC=C(N=C1)OC)CNC(=O)N